5-((benzyloxy)methyl)-4-bromo-1-methyl-1H-1,2,3-triazole bromide salt [Br-].C(C1=CC=CC=C1)OCC1=C(N=NN1C)Br